N-(3-amino-2,6-difluoro-phenyl)benzamide NC=1C(=C(C(=CC1)F)NC(C1=CC=CC=C1)=O)F